FC1=C(C=CC(=C1)F)C(CN1N=NC(=C1)COC1=CC=C(C=C1)/C=C/C(=O)C1=CC=C(C=C1)N1CCN(CC1)CC1=CC=C(C=C1)OC)(CN1N=CN=C1)O (E)-3-[4-[[1-[2-(2,4-Difluorophenyl)-2-hydroxy-3-(1,2,4-triazol-1-yl)propyl]triazol-4-yl]methoxy]phenyl]-1-[4-[4-[(4-methoxyphenyl)methyl]piperazin-1-yl]phenyl]prop-2-en-1-one